COC=1C=C(C=CC1OC)C=1C(=NN2C1N=C(C=C2NCC2=NC(=NC=C2)C)C)C 3-(3,4-Dimethoxyphenyl)-2,5-dimethyl-N-[(2-methylpyrimidin-4-yl)methyl]pyrazolo[1,5-a]pyrimidin-7-amin